3-(1-isopropyl-4-(trifluoromethyl)-1H-imidazol-2-yl)cyclopentan-1-one C(C)(C)N1C(=NC(=C1)C(F)(F)F)C1CC(CC1)=O